1-((4-phenoxy-butyryl)glycyl)-4-(m-tolyloxy)pyrrolidine-2-carboxamide O(C1=CC=CC=C1)CCCC(=O)NCC(=O)N1C(CC(C1)OC=1C=C(C=CC1)C)C(=O)N